CC1(CN(CCN1C(=O)C1=CNC(C(=C1)CNC)=O)[C@H](C(=O)NC1=NC=C(C=C1)OC1=CC=C(C=C1)F)C)C (S)-2-(3,3-dimethyl-4-(5-((methylamino)methyl)-6-oxo-1,6-dihydropyridine-3-carbonyl)piperazin-1-yl)-N-(5-(4-fluorophenoxy)pyridin-2-yl)propanamide